4'-methoxy-3'-methyl-4-nitro-[1,1'-biphenyl] COC1=C(C=C(C=C1)C1=CC=C(C=C1)[N+](=O)[O-])C